1-(5-[(5-chlorothiophen-2-yl)methyl]amino-3-[1-(morpholine-4-carbonyl)azepan-4-yl]-1H-pyrazol-1-yl)-2,2-dimethylpropan-1-one ClC1=CC=C(S1)CNC1=CC(=NN1C(C(C)(C)C)=O)C1CCN(CCC1)C(=O)N1CCOCC1